FC1=C(N)C(=C(C(=C1F)C(F)(F)F)F)F 2,3,5,6-tetrafluoro-4-trifluoromethyl-aniline